cis-methyl 3-((5-fluoro-4-(3-(pyrrolidin-1-yl)phenyl)pyrimidin-2-yl)amino)cyclohexane-1-carboxylate FC=1C(=NC(=NC1)N[C@H]1C[C@H](CCC1)C(=O)OC)C1=CC(=CC=C1)N1CCCC1